BrC1(CC(=CC=C1)CC)CC 2-bromo-2,6-diethyl-benzene